C(=C)C(C(=O)O)(CCCC(=O)O)C=C.C(CCCCC(=O)OC=C)(=O)OC=C divinyl adipate (DIVINYL ADIPATE)